FC=1C=C(C=CC1[N+](=O)[O-])N1N=NN=C1 1-(3-fluoro-4-nitrophenyl)-1H-tetrazol